ClC1=NC2=C(C=CC(=C2C=C1)C(CC1=C(C=NC=C1Cl)Cl)O)OC 1-(2-chloro-8-methoxyquinolin-5-yl)-2-(3,5-dichloropyridin-4-yl)ethan-1-ol